CN1C(=C(C=2C1=NC=C(C2)B2OC(C(O2)(C)C)(C)C)C)C 1,2,3-trimethyl-5-(4,4,5,5-tetramethyl-1,3,2-dioxaborolan-2-yl)-1H-pyrrolo[2,3-b]pyridine